C(=O)(O)CCP(CCC(=O)O)CCC(=O)O tris(2-carboxy-ethyl)phosphine